C(N)(=O)[C@H]1N2C(N([C@H](CC1)C2)OS(=O)(=O)OC(C(=O)[O-])(C)CCC(C)(C)C)=O (((((1R,2S,5R)-2-carbamoyl-7-oxo-1,6-diazabicyclo[3.2.1]octan-6-yl) oxy) sulfonyl) oxy)-3,3-dimethylbutylpropionate